Ethyl (R)-12-(3-methoxypropoxy)-3,3-dimethyl-8-oxo-11-(((trifluoromethyl)sulfonyl)oxy)-2,3,8,13b-tetrahydro-1H-pyrido[2,1-a]pyrrolo[1,2-c]phthalazine-7-carboxylate COCCCOC1=CC=2[C@@H]3N(N4C(C2C=C1OS(=O)(=O)C(F)(F)F)=CC(C(=C4)C(=O)OCC)=O)C(CC3)(C)C